CO[C@H](CCCCCCC(C(=O)OCC)(C)C)[C@H](CCCCCCC(C(=O)OCC)(C)C)OC diethyl (9R,10S)-9,10-dimethoxy-2,2,17,17-tetramethyloctadecanedioate